4-BORONONICOTINIC ACID B(O)(O)C1=CC=NC=C1C(=O)O